BrC=1C=C(C=CC1C)C=1SC=CN1 2-(3-bromo-4-methylphenyl)thiazole